CC1=C(C(=CC(=C1)C)C)CC#N 2,4,6-trimethylbenzeneacetonitrile